CC=1N=NN(C1)C1=CC=C(N)C=C1 4-(4-methyltriazol-1-yl)aniline